6-bromo-3-methylimidazo[1,5-a]pyridine-1-carboxylic acid methyl ester COC(=O)C=1N=C(N2C1C=CC(=C2)Br)C